(S)-methyl 4-(3-(3-chloropyridin-2-yloxy)pyrrolidin-1-yl)-3-(hydroxymethyl)benzoate ClC=1C(=NC=CC1)O[C@@H]1CN(CC1)C1=C(C=C(C(=O)OC)C=C1)CO